4-(aminomethyl)-3-hydroxypiperidine-1-carboxylic acid tert-butyl ester C(C)(C)(C)OC(=O)N1CC(C(CC1)CN)O